4-(trifluoromethyl)-4-((trimethylsilyl)oxy)piperidine-1-carboxylic acid tert-butyl ester C(C)(C)(C)OC(=O)N1CCC(CC1)(O[Si](C)(C)C)C(F)(F)F